C1(CCCC1)CCC(=O)[O-] 3-cyclopentylpropanoate